FC1(C(C1)C1=CC=CC(=N1)C(=O)NC=1C(=C(C=2N(C1)C=C(N2)C2CCN(CC2)C(CN2CCNCC2)=O)F)C(C)(C)O)F 6-(2,2-difluorocyclopropyl)-N-(8-fluoro-7-(2-hydroxypropan-2-yl)-2-(1-(2-(piperazin-1-yl)acetyl)piperidin-4-yl)imidazo(1,2-a)pyridin-6-yl)pyridineamide